C(C)(=O)NC1=C(C(=O)NC=2SC(=C(N2)C)C)C=C(C=C1)N(C)C 2-acetamido-5-(dimethylamino)-N-(4,5-dimethylthiazol-2-yl)benzamide